ClC1=C(C=2OC3=CC=CC=C3C(C2)=O)C=CC=C1 2'-chloroflavone